3-ethylamino-p-toluol C(C)NC=1C=C(C=CC1O)C